S(=O)([O-])[O-].[Al+3].S(=O)([O-])[O-].S(=O)([O-])[O-].[Al+3] Aluminium sulfit